C(CCC)N(C1CCN(CC1)CC=1C(=NN(C1C)C1=CC=C(C=C1)NS(=O)(=O)C)C)C(=O)NC1=C(C=C(C=C1)F)F N-[4-(4-{[4-(butyl{[(2,4-difluorophenyl)amino]carbonyl}amino)piperidin-1-yl]methyl}-3,5-dimethyl-1H-pyrazol-1-yl)phenyl]methanesulfonamide